C(C)(=O)NCC1CCN(CC1)CC1=CC(=NC(=C1)C1=CC(=CC(=C1)Cl)Cl)OC=1C=CC(=NC1)N1CCN(CC1)C(=O)OC(C)(C)C tert-butyl 4-(5-((4-((4-(acetamidomethyl)piperidin-1-yl)methyl)-6-(3,5-dichlorophenyl)pyridin-2-yl)oxy)pyridin-2-yl)piperazine-1-carboxylate